FC1=C(C=CC=C1)C1=NOS(O1)=O 5-(2-fluorophenyl)-1,3,2,4-dioxathiazole 2-oxide